C(=O)(O)CC1=CC(=C(C(=O)NC2=C(C(=O)O)C=CC(=C2)C(=O)O)C=C1O)O 2-(4-(carboxymethyl)-2,5-dihydroxybenzoylamino)terephthalic acid